(8-methyl-2,3-dihydro-1H-pyrido[2,3-b][1,4]oxazin-7-yl)-N-(4-(4-methylpiperazin-1-yl)phenyl)-5,6,7,8-tetrahydropyrido[3,4-d]pyrimidin-2-amine CC1=C(C=NC=2OCCNC21)C=2C1=C(N=C(N2)NC2=CC=C(C=C2)N2CCN(CC2)C)CNCC1